NC1=C(C=NN1)C(=O)NC1=CC(=C(C=C1)N)O 5-amino-N-(4-amino-3-hydroxyphenyl)-1H-pyrazole-4-carboxamide